(S)-N-(4-((3-((2-hydroxypropyl)amino)-1H-pyrazolo[3,4-b]pyridin-4-yl)oxy)phenyl)-2-oxo-1-phenyl-1,2,4,5,6,7-hexahydropyrazolo[1,5-a]pyridine-3-carboxamide O[C@H](CNC1=NNC2=NC=CC(=C21)OC2=CC=C(C=C2)NC(=O)C=2C(N(N1C2CCCC1)C1=CC=CC=C1)=O)C